ClC1=C(C=C(N)C=C1)N1N=CC(=N1)Cl 4-chloro-3-(4-chloro-2H-1,2,3-triazol-2-yl)aniline